1-(3-(dimethylamino)-3-oxopropyl)-N-((5-phenyl-1,3,4-thiadiazol-2-yl)methyl)-1H-1,2,3-triazole-4-carboxamide CN(C(CCN1N=NC(=C1)C(=O)NCC=1SC(=NN1)C1=CC=CC=C1)=O)C